NC1=CC(=C2C(N(CCCCC[C@@](C3=NN=C(C1=N2)O3)(C(F)(F)F)O)C3CS(C3)(=O)=O)=O)C(F)(F)F (6R)-17-Amino-12-(1,1-dioxothietan-3-yl)-6-hydroxy-6,15-bis(trifluoromethyl)-19-oxa-3,4,12,18-tetrazatricyclo[12.3.1.12,5]nonadeca-1(18),2,4,14,16-pentaen-13-one